C(C1(CC=CC=C1)SSC1=C(C(=O)O)C=CC=C1)(=O)O 1,2'-dithiodibenzoic acid